acrylic acid-3-sulfopropylester S(=O)(=O)(O)CCCOC(C=C)=O